N-(4-bromo-2,6-dimethylphenyl)acetamide BrC1=CC(=C(C(=C1)C)NC(C)=O)C